(3-{[(1-Benzyl-piperidin-4-ylmethyl)-amino]-methyl}-phenyl)-[6-(2,3-dihydro-benzo[1,4]dioxin-5-yl)-2-methoxy-pyridin-3-yl]-amine C(C1=CC=CC=C1)N1CCC(CC1)CNCC=1C=C(C=CC1)NC=1C(=NC(=CC1)C1=CC=CC=2OCCOC21)OC